vinyl di(trifluoromethyl) phosphate P(=O)(OC=C)(OC(F)(F)F)OC(F)(F)F